(S)-N-(1-(3,4-dichlorophenyl)-2-(dimethylamino)ethyl)-N-methyl-4-(trifluoromethoxy)benzenesulfonamide ClC=1C=C(C=CC1Cl)[C@@H](CN(C)C)N(S(=O)(=O)C1=CC=C(C=C1)OC(F)(F)F)C